3,5-di(2-methyl-4-amino-phenoxy)aniline CC1=C(OC=2C=C(N)C=C(C2)OC2=C(C=C(C=C2)N)C)C=CC(=C1)N